C(#N)C=1C=C(C=CC1)C=1N=C(SC1C1=C(C(=NC(=C1)C)C)F)NC(=O)N1CC2(COC2)C1 N-[4-(3-Cyanophenyl)-5-(3-fluoro-2,6-dimethyl-4-pyridyl)thiazol-2-yl]-2-oxa-6-azaspiro[3.3]heptan-6-carboxamid